C1(=CC=C(C=C1)OS(O)(=O)=O)C p-tolylsulfuric acid